C(C)C=1C=CC(=C(C1)S(=O)(=O)NC1=NOC2=C1C(=CC(=C2)CN2N=CC(=C2)CNC(OCCNC(C)=O)=O)OC)OC 2-acetamidoethyl ((1-((3-((5-ethyl-2-methoxyphenyl)sulfonamido)-4-methoxybenzo[d]isoxazol-6-yl)methyl)-1H-pyrazol-4-yl)methyl)carbamate